(1R,5S,6r)-3-benzyl-N-phenyl-3-azabicyclo[3.1.0]Hexane-6-carboxamide C(C1=CC=CC=C1)N1C[C@H]2C([C@H]2C1)C(=O)NC1=CC=CC=C1